C[C@@H]1CC[C@@H](CN1C(CC1=CC=C(C=C1)C=1C=NC=CC1)=O)C(=O)O (3S,6R)-6-methyl-1-(2-(4-(pyridin-3-yl)phenyl)acetyl)piperidine-3-carboxylic acid